1-(4-(3-(6-(trifluoromethyl)-2-azaspiro[3.3]hept-2-yl)pyrazin-2-yl)piperazin-1-yl)prop-2-en-1-one FC(C1CC2(CN(C2)C=2C(=NC=CN2)N2CCN(CC2)C(C=C)=O)C1)(F)F